(2S,4R)-1-((R)-2-(3-(2,7-diazaspiro[3.5]nonan-2-yl)isoxazol-5-yl)-3-methylbutanoyl)-4-hydroxy-N-((S)-1-(2',4',6'-trifluoro-[1,1'-biphenyl]-4-yl)ethyl)pyrrolidine-2-carboxamide C1N(CC12CCNCC2)C2=NOC(=C2)[C@H](C(=O)N2[C@@H](C[C@H](C2)O)C(=O)N[C@@H](C)C2=CC=C(C=C2)C2=C(C=C(C=C2F)F)F)C(C)C